(rac)-(2r,4s)-2-(6-(3-isopropylphenyl)-2-azaspiro[3.4]octane-2-carbonyl)-5-azaspiro[3.4]octane-6-one C(C)(C)C=1C=C(C=CC1)[C@H]1CC2(CN(C2)C(=O)C2CC3(C2)NC(CC3)=O)CC1 |r|